FC1=C(C#N)C=CC(=C1C=O)F 2,4-DIFLUORO-3-FORMYLBENZONITRILE